3-(((1R)-1-(3-(3-oxa-8-azabicyclo[3.2.1]octan-8-yl)-2-cyano-7-methylquinoxalin-5-yl)ethyl)amino)-6-chloropicolinic acid C12COCC(CC1)N2C=2C(=NC1=CC(=CC(=C1N2)[C@@H](C)NC=2C(=NC(=CC2)Cl)C(=O)O)C)C#N